2-fluoro-5-methoxy-N-methyl-N-(oxetan-3-yl)benzamide FC1=C(C(=O)N(C2COC2)C)C=C(C=C1)OC